6-chloro-2-phenylquinolin-4(3H)-one ClC=1C=C2C(CC(=NC2=CC1)C1=CC=CC=C1)=O